BrC=1C(=CC=2C3=C(C(=NC2C1F)N1CC(C1)N(C)C)N=C(N3C3C1CN(C3C1)C(=O)OC(C)(C)C)CC)I tert-butyl (endo)-5-(7-bromo-4-(3-(dimethylamino)azetidin-1-yl)-2-ethyl-6-fluoro-8-iodo-1H-imidazo[4,5-c]quinolin-1-yl)-2-azabicyclo[2.1.1]hexane-2-carboxylate